C(C1=CC=CC=C1)N1[C@@H](COCC[C@@H]1C)CO ((3R,5S)-4-benzyl-5-methyl-1,4-oxazepan-3-yl)methanol